C(C)(C)C1=NN(C(C=2N(C=3C=CC=CC3C21)C)=O)CC(=O)NC2=NC=NC=C2 2-(1-isopropyl-5-methyl-4-oxo-4,5-dihydro-3H-pyridazino[4,5-b]indol-3-yl)-N-(pyrimidin-4-yl)acetamide